ClC1=CC=C(C(=N1)CN(C)C)N1CCC(CC1)(O)COCCCCCCC(=O)OC(C)(C)C tert-butyl 7-[(1-{6-chloro-2-[(dimethylamino)methyl]pyridin-3-yl}-4-hydroxypiperidin-4-yl)methoxy]heptanoate